1,3-bis((1H-inden-1-yl)methyl)benzene C1(C=CC2=CC=CC=C12)CC1=CC(=CC=C1)CC1C=CC2=CC=CC=C12